N1C(=CC2=CC=CC=C12)C(=O)N1CC2C3CN(C4(CCN3NC2CC1)CC4)CC(F)(F)F 4'-(1H-indole-2-carbonyl)-13'-(2,2,2-trifluoroethyl)-4',8',9',13'-tetraazaspiro[cyclopropane-1,12'-tricyclo[7.5.0.02,7]tetradecane]